FC1=C(C=C(C=C1)NC(=O)[C@H]1[C@H]2C[C@@H]([C@@H]([C@@H]1C1=CC(=CC=C1)C(F)(F)F)O2)O)C(F)(F)F |r| rac-(1r,2r,3s,4r,5s)-N-(4-fluoro-3-(trifluoromethyl)phenyl)-5-hydroxy-3-(3-(trifluoromethyl)phenyl)-7-oxabicyclo[2.2.1]heptane-2-carboxamide